COC(NC1=NC=CC(=C1)C1=CC(=NC(=C1)C=1C(=NC=CC1)C(F)(F)F)OC(C)(C)C)=O N-[4-[2-tert-butoxy-6-[2-(trifluoromethyl)-3-pyridinyl]-4-pyridinyl]-2-pyridinyl]carbamic acid methyl ester